N1(C=CC=2C1=CN=CC2)C(=O)OC(C)(C)C tert-butyl 1H-pyrrolo[2,3-c]pyridine-1-carboxylate